B([O-])([O-])[O-] Borate